7-(4-fluorobenzyl)-3-(3-methyl-1,2,4-thiadiazol-5-yl)-6,7-dihydro-[1,2,4]triazolo[4,3-a]pyrazin-8(5H)-one FC1=CC=C(CN2C(C=3N(CC2)C(=NN3)C3=NC(=NS3)C)=O)C=C1